C(OC1(CC1)C(=O)N1CCN(CC1)C(=O)OCC1=CC=CC=C1)([2H])([2H])[2H] Benzyl 4-(1-(methoxy-d3)cyclopropane-1-carbonyl)piperazine-1-carboxylate